C1N(CC12CC(C2)C(=O)OC)C(=O)OC(C)(C)C 2-tert-butyl 6-methyl 2-azaspiro[3.3]Heptane-2,6-dicarboxylate